N-(2-Cyano-3-cyclohexylphenyl)-5-{[(2-hydroxyethyl)amino]methyl}-1-methyl-2-oxo-1,2-dihydropyridin-3-carboxamid C(#N)C1=C(C=CC=C1C1CCCCC1)NC(=O)C=1C(N(C=C(C1)CNCCO)C)=O